(2S,3S,4R,5R)-5-(6-((4-chloropyridin-2-yl)methylamino)-2-(5-chloropyridin-3-yl)-9H-purin-9-yl)-3,4-dihydroxyl-N-methyl-tetrahydrofuran-2-formamide ClC1=CC(=NC=C1)CNC1=C2N=CN(C2=NC(=N1)C=1C=NC=C(C1)Cl)[C@H]1[C@@H]([C@@H]([C@H](O1)C(=O)NC)O)O